[3-[2-[2-[2-(2-hydroxyethoxy)ethoxy]ethoxy]ethoxy]-2-(8-nonoxy-8-oxo-octoxy)propoxy]octanoate OCCOCCOCCOCCOCC(COC(C(=O)[O-])CCCCCC)OCCCCCCCC(=O)OCCCCCCCCC